C(C)(C)(C)OC(=O)N1CCC(CC1)CNC1=C(N=NC(=C1)Cl)C(=O)OC methyl 4-(((1-(tert-butoxycarbonyl)piperidin-4-yl)methyl)amino)-6-chloropyridazine-3-carboxylate